3,3,3-trifluoro-N-[4-[5-[2-[[(3S,5S)-5-fluoro-3-piperidyl]amino]pyrimidin-4-yl]-2-methyl-thiazol-4-yl]oxy-1-naphthyl]propanamide FC(CC(=O)NC1=CC=C(C2=CC=CC=C12)OC=1N=C(SC1C1=NC(=NC=C1)N[C@@H]1CNC[C@H](C1)F)C)(F)F